N1=C(C=CC=C1)C1=NC(=CC(=C1)C=1C=C(C=CC1)C1=C2C=CC3=C(C2=NC=2C4=C(C=CC12)C=CC=C4)C=CC=C3)C3=NC=CC=C3 7-(3-([2,2':6',2''-terpyridin]-4'-yl)phenyl)dibenzo[c,h]acridine